ClC1=NC2=NC(=C(N=C2C(=N1)Cl)C)C 2,4-dichloro-6,7-dimethyl-pteridine